N1C=CC2=C(C=CC=C12)N1N=CC(=C1C(F)(F)F)C(=O)NC1=CC(=NC=C1)C(F)(F)F 1-(1H-indol-4-yl)-5-(trifluoromethyl)-N-(2-(trifluoromethyl)pyridin-4-yl)-1H-pyrazole-4-carboxamide